FC1=C(N=CC2=C1N=C(N=C2N2C[C@@H]1CC[C@H](C2)C1C(=O)OC1=CC(=CC=C1)C#N)OCC12CCCN2CCC1)C1=CC=CC2=CC=CC(=C12)F 3-cyanophenyl (1R,5S,8r)-3-(8-fluoro-7-(8-fluoronaphthalen-1-yl)-2-((tetrahydro-1H-pyrrolizin-7a(5H)-yl)methoxy)pyrido[4,3-d]pyrimidin-4-yl)-3-azabicyclo[3.2.1]octane-8-carboxylate